tert-butyl (R)-4-(5-(7-chloro-8-((1-(5-cyano-2-fluorophenyl)ethyl)amino)-3-fluoro-6-methyl-1,5-naphthyridin-2-yl)pyrimidin-2-yl)-4-hydroxypiperidine-1-carboxylate ClC1=C(N=C2C=C(C(=NC2=C1N[C@H](C)C1=C(C=CC(=C1)C#N)F)C=1C=NC(=NC1)C1(CCN(CC1)C(=O)OC(C)(C)C)O)F)C